FC=1C=C2CN(CC2=CC1F)CC=1OC=C(C(C1)=O)OCC1=CC=C(C=C1)S(=O)(=O)C 2-((5,6-difluoroisoindolin-2-yl)methyl)-5-((4-(methylsulfonyl)benzyl)oxy)-4H-pyran-4-one